(3-(3-(2,4-difluorophenyl)-4-oxo-3,4-dihydro-phthalazin-1-yl)phenyl)ethylsulphonamide FC1=C(C=CC(=C1)F)N1N=C(C2=CC=CC=C2C1=O)C=1C=C(C=CC1)CCS(=O)(=O)N